OC(C[C@@H](C1=CC=CC=C1)NC(=O)C1(CCN(CC1)C(=O)OC(C)(C)C)O)CO tert-butyl 4-(((1S)-3,4-dihydroxy-1-phenylbutyl)carbamoyl)-4-hydroxypiperidine-1-carboxylate